F[C@@]1(OCC2=CC=CC=C12)[C@@H](C)N (R)-1-((R)-1-fluoro-1,3-dihydroisobenzofuran-1-yl)ethan-1-amine